BrC=1C=CC=C2C=CC=C(C12)CCC(=O)O 3-(8-bromonaphthalen-1-yl)propionic acid